C(C)OC=1C=C2C=CC(=CC2=CC1)C1=NC(=NC(=N1)C(Cl)(Cl)Cl)C(Cl)(Cl)Cl 2-(6-ethoxy-naphth-2-yl)-4,6-bis-trichloromethyl-s-triazine